CC(C)(C(C)C)NC1=CC=C(C=C1)N N-(2,3-dimethylbutan-2-yl)benzene-1,4-diamine